7-{[(3R,4S)-4-fluoro-3-methylpiperidin-1-yl]methyl}-1H-pyrrolo[3,2-b]pyridine-5-carboxylic acid F[C@@H]1[C@@H](CN(CC1)CC1=C2C(=NC(=C1)C(=O)O)C=CN2)C